C(C)(C)(C)NC(C(=O)N1[C@@H](C[C@H](C1)OC)C(=O)N[C@@H](C[C@H]1C(NCC1)=O)C(COC(F)(F)F)=O)=O (2S,4R)-1-(2-(tert-butylamino)-2-oxoacetyl)-4-methoxy-N-((S)-3-oxo-1-((S)-2-oxopyrrolidin-3-yl)-4-(trifluoromethoxy)butan-2-yl)pyrrolidine-2-carboxamide